1,3-dicarbonyl-isoindoline C(=O)=C1NC(C2=CC=CC=C12)=C=O